C1(CCC=CC1)(O)O 4-cyclohexenediol